6-chloro-1-(4-fluorophenyl)-5-(1-((1-propyl-1H-pyrazol-4-yl)sulfonyl)piperidin-4-yl)-1H-indazole ClC1=C(C=C2C=NN(C2=C1)C1=CC=C(C=C1)F)C1CCN(CC1)S(=O)(=O)C=1C=NN(C1)CCC